1-(4-((5-(3,5-dimethylisoxazol-4-yl)-2-methylphenyl)(piperidin-4-ylmethyl)amino)phenyl)cyclopropane-1-nitrile CC1=NOC(=C1C=1C=CC(=C(C1)N(C1=CC=C(C=C1)C1(CC1)C#N)CC1CCNCC1)C)C